C(C1=CC=CC=C1)N1[C@H]2[C@H](OCC1=O)CN(C2)C(=O)OC(C)(C)C (trans)-tert-butyl 4-benzyl-3-oxohexahydropyrrolo[3,4-b][1,4]oxazine-6(2H)-carboxylate